(R)-N-(2-cyclopropyl-3-(2,5-difluorophenyl)propyl)-1-methyl-5-oxo-4,5-dihydro-1H-1,2,4-triazole-3-carboxamide C1(CC1)[C@H](CNC(=O)C1=NN(C(N1)=O)C)CC1=C(C=CC(=C1)F)F